tert-butyl ((1r,3r)-3-((2-(2,6-dioxopiperidin-3-yl)-6-methoxy-1,3-dioxoisoindolin-5-yl)oxy)cyclobutyl)carbamate O=C1NC(CC[C@H]1N1C(C2=CC(=C(C=C2C1=O)OC1CC(C1)NC(OC(C)(C)C)=O)OC)=O)=O